2-((1-Ethylpyrrolidin-3-yl)methyl)-7-(1H-pyrazol-3-yl)-1H-imidazo[4,5-c]quinolin-4-amine C(C)N1CC(CC1)CC=1NC2=C(C(=NC=3C=C(C=CC23)C2=NNC=C2)N)N1